C(C)OC=1C=CC(=C(C1)C1=NC=2C=CNC(C2C(=C1)NC1=NC=C(C=C1)N1CCC(CC1)O)=O)F 2-(5-ethoxy-2-fluoro-phenyl)-4-[[5-(4-hydroxy-1-piperidyl)-2-pyridyl]amino]-6H-1,6-naphthyridin-5-one